N[C@@H]1CN(CC1)C1=C(C(=NC=C1C(=O)NC1CCC(CC1)(F)F)OC)C1=CC(=CC(=C1)F)F (S)-4-(3-aminopyrrolidin-1-yl)-N-(4,4-difluorocyclohexyl)-5-(3,5-difluorophenyl)-6-methoxynicotinamide